1-(1-((2-(2,6-dioxopiperidin-3-yl)-1,3-dioxoisoindolin-4-yl)amino)-13-oxo-3,6,9-trioxa-12-azahexadecan-16-yl)-1H-imidazol O=C1NC(CCC1N1C(C2=CC=CC(=C2C1=O)NCCOCCOCCOCCNC(CCCN1C=NC=C1)=O)=O)=O